tert-Butyl (R)-3-(1-((4-(N,N-diethylsulfamoyl)phenyl)sulfonyl)piperidine-3-carboxamido)azetidine-1-carboxylate C(C)N(S(=O)(=O)C1=CC=C(C=C1)S(=O)(=O)N1C[C@@H](CCC1)C(=O)NC1CN(C1)C(=O)OC(C)(C)C)CC